methyl 4-(ethylsulfonyl)-2-fluorobenzoate C(C)S(=O)(=O)C1=CC(=C(C(=O)OC)C=C1)F